4,4'-(ethane-1,2-diyl)dibenzene-1,3-diol C(CC1=C(C=C(C=C1)O)O)C1=C(C=C(C=C1)O)O